N-[6-bromo-5-(trifluoromethyl)-2,3-dihydrobenzofuran-3-yl]-N,2-dimethyl-propane-2-sulfinamide BrC1=CC2=C(C(CO2)N(S(=O)C(C)(C)C)C)C=C1C(F)(F)F